O=C1N(C(C2=CC=CC=C12)=O)CC(C(C)C)N1CC2(C1)CN(CC2)C=2N=CN=NC2OC2=C(C(=O)N(C(C)C)CC)C=C(C=C2)F 2-((5-(2-(1-(1,3-dioxoisoindolin-2-yl)-3-methylbutan-2-yl)-2,6-diazaspiro[3.4]octan-6-yl)-1,2,4-triazin-6-yl)oxy)-N-ethyl-5-fluoro-N-isopropylbenzamide